1'-(2,3-dichlorophenyl)-2-(2-ethoxyphenyl)-7-[[(2R)-pyrrolidin-2-yl]methyl]spiro[6,8-dihydro-1,7-naphthyridine-5,4'-piperidine] ClC1=C(C=CC=C1Cl)N1CCC2(CC1)C=1C=CC(=NC1CN(C2)C[C@@H]2NCCC2)C2=C(C=CC=C2)OCC